benzyl 2-[(2-hydroxyethyl) amino]-1-methyl-2-oxoethyltrithiocarbonate OCCNC(C(C)S(C([S-])=S)CC1=CC=CC=C1)=O